ditetraoctylammonium adipate C(CCCCC(=O)[O-])(=O)[O-].C(CCCCCCC)[N+](CCCCCCCC)(CCCCCCCC)CCCCCCCC.C(CCCCCCC)[N+](CCCCCCCC)(CCCCCCCC)CCCCCCCC